CN(C1=C(C(=O)NC(C)C2=NC=CC=C2)C=C(C=C1)NC(C(C)C)=O)C 2-(dimethylamino)-5-isobutyrylamino-N-(1-(pyridin-2-yl)ethyl)benzamide